C(C)(C)(C)NS(=O)(=O)C=1C=C(C=CC1)NC(C1=C(C=C(C=C1)S(N(C)C)(=O)=O)N1CCC2(CC2)CC1)=O N-(3-(N-(tert-butyl)sulfamoyl)phenyl)-4-(N,N-dimethylsulfamoyl)-2-(6-azaspiro[2.5]octan-6-yl)benzamide